C(#N)CCC1=CC=C(OCC2=CC(=NN2C2=CC=CC=C2)C)C=C1 5-[[4-(2-cyanoethyl)phenoxy]methyl]-3-methyl-1-phenyl-pyrazole